C(#N)C1(CC1)C(=O)NC=1C(=CC(=NC1)C=1N=NN(C1NC(O[C@H](C)C=1C(=NC=CC1)Cl)=O)C)F (R)-1-(2-chloropyridin-3-yl)ethyl (4-(5-(1-cyanocyclopropane-1-carboxamido)-4-fluoropyridin-2-yl)-1-methyl-1H-1,2,3-triazol-5-yl)carbamate